4-(3-(4-(1h-imidazo[4,5-b]pyridin-5-yl)piperazine-1-carbonyl)-4-fluorobenzyl)phthalazin N1C=NC2=NC(=CC=C21)N2CCN(CC2)C(=O)C=2C=C(CC1=NN=CC3=CC=CC=C13)C=CC2F